COC(=O)C1C2CN(CC1CC2)C(=O)OC(C)(C)C 3-azabicyclo[3.2.1]octane-3,8-dicarboxylic acid O3-tert-butyl ester O8-methyl ester